2-[3-(difluoromethyl)-1H-1,2,4-triazol-1-yl]-N-(2,4-dimethoxybenzyl)-5-nitrobenzenesulfonamide FC(C1=NN(C=N1)C1=C(C=C(C=C1)[N+](=O)[O-])S(=O)(=O)NCC1=C(C=C(C=C1)OC)OC)F